1-((5-bromopyridin-2-yl)methyl)-3-methylazetidin-3-ol BrC=1C=CC(=NC1)CN1CC(C1)(O)C